(S)-5-(3-chlorophenyl)-2-(3-fluorobicyclo[1.1.1]pentan-1-yl)-2,5,6,7-tetrahydro-3H-pyrrolo[2,1-c][1,2,4]triazol-3-one ClC=1C=C(C=CC1)[C@@H]1CCC2=NN(C(N21)=O)C21CC(C2)(C1)F